COC=1C(=NC(=NC1C1=CC(=CC=C1)N1N=CC=C1)N1CC(N(CC1)C)=O)N1CCOCC1 4-[5-methoxy-4-morpholino-6-(3-pyrazol-1-ylphenyl)pyrimidin-2-yl]-1-methyl-piperazin-2-one